2-chloro-1,4-dimethoxybenzene ClC1=C(C=CC(=C1)OC)OC